FC1(CC(CC1)C(C(=O)NC1=CC(=NO1)C(F)(F)F)C1=CC=C(C=C1)C=1N=NN(N1)C)F 2-(3,3-Difluorocyclopentyl)-2-(4-(2-methyl-2H-tetrazol-5-yl)phenyl)-N-(3-(trifluoromethyl)isoxazol-5-yl)acetamide